BrC1=CC=C(C=C1)NC(C(C)OC1=CC=C(C(=O)O)C=C1)=O 4-((1-((4-bromophenyl)amino)-1-oxopropan-2-yl)oxy)benzoic acid